C(C=C)(=O)N1[C@H](CN(CC1)C1=CC(=NC=2CN(CCC12)C1=CC=CC2=CC=CC(=C12)C)C(=O)O)CC#N (S)-4-(4-acryloyl-3-(cyanomethyl)piperazin-1-yl)-7-(8-methylnaphthalen-1-yl)-5,6,7,8-tetrahydro-1,7-naphthyridine-2-carboxylic acid